N1(C(CCC1)(C1NCCC1)CCC(=O)O)CCC(=O)O 2,2'-bipyrrolidinebispropanoic acid